FC(C=1C=C(C=CC1CN1CCN(CC1)C)NC(N)=O)F 3-(3-(difluoromethyl)-4-((4-methylpiperazin-1-yl)methyl)phenyl)urea